(7-(trifluoromethyl)imidazo[1,2-a]pyridin-2-yl)methylamine FC(C1=CC=2N(C=C1)C=C(N2)CN)(F)F